(S)-3-piperidinemethanol N1C[C@H](CCC1)CO